OCCCCC(=O)O 5-HYDROXYPENTANOIC ACID